NCC[As](CCN)CCN tris(aminoethyl)arsane